5-amino-4-(3-hydroxy-2,6-dimethylphenyl)-2,8-dimethyl-7,8-dihydro-1,3,4,7,8,9-hexaazabenzo[cd]cyclopenta[f]azulen-6(4H)-one NC=1N(C=2C3=C(C4=C(NC(C13)=O)N(N=C4)C)N=C(N2)C)C2=C(C(=CC=C2C)O)C